2,2'-(perfluoro-1,4-phenylene)bis(benzo[d]oxazole) FC1=C(C(=C(C(=C1F)C=1OC2=C(N1)C=CC=C2)F)F)C=2OC1=C(N2)C=CC=C1